CC(C(CN1C(C2=CC=CC=C2C1=O)=O)=O)C 2-(3-methyl-2-oxobutyl)isoindoline-1,3-dione